C([C@@H](O)C)(=O)N[C@@H](CC1=CC=CC=C1)C(=O)O L-lactoylphenylalanine